1-(6-fluoro-7-(4-(trifluoromethyl)phenoxy)-3,4-dihydroisoquinolin-2(1H)-yl)prop-2-en-1-one FC=1C=C2CCN(CC2=CC1OC1=CC=C(C=C1)C(F)(F)F)C(C=C)=O